C(C)(=O)N1C2=C(OCC1)C=CC(=C2)C(C(=O)C2=CC(=NC=C2)C)=O 1-(4-Acetyl-3,4-dihydro-2H-benzo[b][1,4]oxazin-6-yl)-2-(2-methylpyridin-4-yl)ethane-1,2-dione